5-cyclopropyl-3-(2-(trifluoromethoxy)phenyl)isoxazole hydrochloride Cl.C1(CC1)C1=CC(=NO1)C1=C(C=CC=C1)OC(F)(F)F